OCCCCCN(CC(CCCCC(=O)OC(CC)CCCCCCCCCCCC)O)CC(CCCCC(=O)OC(CC)CCCCCCCCCCCC)O Di(3-pentadecyl) 7,7'-((5-hydroxypentyl)azanediyl)bis(6-hydroxyheptanoate)